2,3-dihydrothiochromen-4-one S1CCC(C2=CC=CC=C12)=O